FC(C=1C=C(CN2CC=3C(CC2)=NN(C3O)C3=NC=C(C=C3)C(F)(F)F)C=CC1)(F)F 5-(3-(trifluoromethyl)benzyl)-2-(5-(trifluoromethyl)pyridin-2-yl)-4,5,6,7-tetrahydro-2H-pyrazolo[4,3-c]pyridin-3-ol